C(#N)C=1C=NN2C1C(=CC(=C2)C=2C=NN(C2)C)C=2C=CC(=NC2)N2[C@@H]1CC3CC(C[C@@H]2C3)(C1)C(=O)NC=1C=NC(=CC1)OC (1R,3S,5s,7s)-2-(5-(3-cyano-6-(1-methyl-1H-pyrazol-4-yl)pyrazolo[1,5-a]pyridin-4-yl)pyridin-2-yl)-N-(6-methoxypyridin-3-yl)-2-azaadamantane-5-carboxamide